CN(C)C[C@@H]1C[C@H](N1)C=1C=2N(C=CC1)C(=C(N2)C#CCNC2=C(C=C(C=C2)S(=O)(=O)C)OC)CC(F)(F)F N-(3-(8-((2S,4S)-4-((dimethylamino)methyl)azetidin-2-yl)-3-(2,2,2-trifluoroethyl)imidazo[1,2-a]pyridin-2-yl)prop-2-yn-1-yl)-2-methoxy-4-(methylsulfonyl)aniline